Cl.C(=O)(O)CCP(CCC(=O)O)CCC(=O)O (tris(2-carboxyethyl)phosphine) hydrochloride